FC(C(=O)O)(F)F.ClC=1C(=CC=C(C1)O)C1CC1 5-chloro-4-cyclopropylphenol 2,2,2-triFluoroacetate